C(C(=C)C)(=O)OCCOC(NCCCCCNC(OCCC[Si](OC)(OC)OC)=O)=O 3,3-dimethoxy-8,16-dioxo-2,7,17-trioxa-9,15-diaza-3-silanonadec-19-yl methacrylate